ClC=1C(=C(C=CC1)CC(=O)N1[C@@H](C[C@@](CC1)(C(=O)O)CC1=NC(=CC=C1F)NC1=NNC(=C1)C)C)F (2R,4R)-1-(2-(3-chloro-2-fluorophenyl)acetyl)-4-((3-fluoro-6-((5-methyl-1H-pyrazol-3-yl)amino)pyridin-2-yl)methyl)-2-methylpiperidine-4-carboxylic acid